C=1C2N(CCCN1)CCCC2 3,4,5,7,8,9,10,10a-octahydropyrido[1,2-a][1,4]diazepine